cyclopentyl-potassium trifluoroborate salt B(F)(F)F.C1(CCCC1)[K]